5,7-dimethoxy-3-(4-((6-iodoquinazolin-4-yl)thio)butoxy)-2-(3,4,5-trimethoxyphenyl)-4H-chromen-4-one COC1=C2C(C(=C(OC2=CC(=C1)OC)C1=CC(=C(C(=C1)OC)OC)OC)OCCCCSC1=NC=NC2=CC=C(C=C12)I)=O